4-{2'-ethoxy-[2,3'-bipyridin]-5-yl}-1-[2-fluoro-4-(trifluoromethyl)phenyl]-N-[2-(methylamino)ethyl]piperidine-4-carboxamide ethyl-1-methyl-4-oxo-cyclohexanecarboxylate C(C)OC(=O)C1(CCC(CC1)=O)C.C(C)OC1=NC=CC=C1C1=NC=C(C=C1)C1(CCN(CC1)C1=C(C=C(C=C1)C(F)(F)F)F)C(=O)NCCNC